S-[3-(triethoxysilyl) propyl] octanethioate C(CCCCCCC)(SCCC[Si](OCC)(OCC)OCC)=O